C(C)(C)(C)OC(=O)N(C1=C(C=C(N=N1)NC1=CC=C(S1)C(=O)OC)C)C(=O)OC(C)(C)C methyl 5-[(6-{bis[(tert-butoxy)carbonyl]amino}-5-methylpyridazin-3-yl)amino]thiophene-2-carboxylate